BrCC1=CC=C(C=C1)CC(=O)O para-bromomethylphenyl-acetic acid